(S)-butan-2-amine hydrochloride Cl.C[C@@H](CC)N